C1(=CC=CC=C1)[C@@H]1NCCC1 2R-phenyl-pyrrolidine